3-((3-((1-(5-bromopyridin-2-yl)-2,2,2-trifluoroethyl)-amino)propyl)amino)pyrrolidine-1-carboxylate BrC=1C=CC(=NC1)C(C(F)(F)F)NCCCNC1CN(CC1)C(=O)[O-]